1,4-dithiol S1C=CSC1